(4-(3-hydroxyoxetan-3-yl)-2-methoxyphenyl)(4-(4-(trifluoromethyl)phenoxy)piperidin-1-yl)methanone OC1(COC1)C1=CC(=C(C=C1)C(=O)N1CCC(CC1)OC1=CC=C(C=C1)C(F)(F)F)OC